benzo[d]imidazol-2(3H)-one N1C(NC2=C1C=CC=C2)=O